C(#N)C=1C=C(C=CC1)C=1C=C(C=NC1)C(=O)NC1CCC(CC1)(F)F 5-(3-cyanophenyl)-N-(4,4-difluorocyclohexyl)pyridine-3-carboxamide